CC=1C(=C2C=NN(C2=CC1)C1OCCCC1)NC(=O)C1=CN=C(S1)NC1=NN(C=C1)[C@H]1CNCC1 N-(5-Methyl-1-tetrahydropyran-2-yl-indazol-4-yl)-2-[[1-[(3R)-pyrrolidin-3-yl]pyrazol-3-yl]amino]thiazole-5-carboxamide